(8-((4-((2-(methylsulfonyl)ethyl)amino)-3-(trifluoromethyl)-1H-pyrrolo[2,3-b]pyridin-6-yl)amino)-2,3-dihydrobenzo[b][1,4]dioxin-5-yl)(morpholino)methanone CS(=O)(=O)CCNC1=C2C(=NC(=C1)NC1=CC=C(C3=C1OCCO3)C(=O)N3CCOCC3)NC=C2C(F)(F)F